ClC=1C=C2CN(CC2=CC1OC)C(CC[C@@]1(C(NC(N1)=O)=O)C1CC1)=O (S)-5-(3-(5-chloro-6-methoxyisoindolin-2-yl)-3-oxopropyl)-5-cyclopropylimidazole-2,4-dione